pentadecyl-benzene sodium [Na].C(CCCCCCCCCCCCCC)C1=CC=CC=C1